NC1=NN(C(S1)=O)CC(CC)O 5-amino-3-(2-hydroxybutyl)-1,3,4-thiadiazol-2(3H)-one